N[C@@H]1C2=CC=CC=C2CC12CCN(CC2)C=2C(=NC(=C(N2)C)SC2=C(C(=NC=C2)N)Cl)C2(CC2)O (S)-1-(3-(1-amino-1,3-dihydrospiro[indene-2,4'-piperidin]-1'-yl)-6-((2-amino-3-chloropyridin-4-yl)thio)-5-methylpyrazin-2-yl)cyclopropan-1-ol